C1(CC1)C1=NC=NC(=C1C1=NC=C2C(=N1)N(N=C2)CC2=CC=C(C=C2)C2=NC(=C1N2CCN(C1)C(=O)OC(C)(C)C)C(F)(F)F)OC tert-butyl 3-(4-((6-(4-cyclopropyl-6-methoxypyrimidin-5-yl)-1H-pyrazolo[3,4-d]pyrimidin-1-yl)methyl)phenyl)-1-(trifluoromethyl)-5,6-dihydroimidazolo[1,5-a]pyrazine-7(8H)-carboxylate